C(C)OC(C=C(C1=CC=CC=C1)C1=C(C=CC(=C1)F)OCOC)=O 3-(2-methoxymethoxy-5-fluorophenyl)-3-phenyl-acrylic acid ethyl ester